N-(1-methoxy-2-methylpropan-2-yl)-5,6-dimethyl-6H-pyrido[4,3-b]carbazole-9-carboxamide COCC(C)(C)NC(=O)C1=CC=2C=3C=C4C(=C(C3N(C2C=C1)C)C)C=CN=C4